N-(1-(butylsulfonyl)piperidin-4-yl)-N-(pyridin-2-ylmethyl)isoquinoline-3-carboxamide C(CCC)S(=O)(=O)N1CCC(CC1)N(C(=O)C=1N=CC2=CC=CC=C2C1)CC1=NC=CC=C1